FC=1C(=C(CNC(C2=C(N=C(C=C2)C)OC)=O)C=C(C1)F)OC1CN(CC1)C N-(3,5-difluoro-2-((1-methylpyrrolidin-3-yl)oxy)benzyl)-2-methoxy-6-methylnicotinamide